ClC1=NC=C(C(=N1)NC1=C(C=CC=C1)P(=O)(C)C)Cl 2-chloro-N-(2-(dimethylphosphoryl)phenyl)-5-chloropyrimidin-4-amine